IC=1C(=CC=2N(C1)C=CN2)OC 6-iodo-7-methoxyimidazo[1,2-a]pyridine